(S)-2-(2-((5-(1-aminoisoquinolin-5-yl)-1-(sec-butyl)-1H-indazol-3-yl)methoxy)phenyl)acetic acid NC1=NC=CC2=C(C=CC=C12)C=1C=C2C(=NN(C2=CC1)[C@@H](C)CC)COC1=C(C=CC=C1)CC(=O)O